tert-butyl (6-(prop-1-en-2-yl)pyrazin-2-yl)carbamate C=C(C)C1=CN=CC(=N1)NC(OC(C)(C)C)=O